ClC=1C=C(C=O)C=C(N1)C1=CC(=CC=C1)Cl 2-chloro-6-(3-chlorophenyl)isonicotinaldehyde